OC=1C=C2CN(C(C2=CC1)=O)N1C(NC(CC1)=O)=O 1-(5-hydroxy-1-oxoisoindolin-2-yl)dihydropyrimidine-2,4(1h,3h)-dione